5-(7,8-dimethyl-[1,2,4]triazolo[1,5-a]pyridin-6-yl)-6-isopropyl-2-(piperazin-1-yl)-4H-pyrrolo[3,2-d]thiazole CC1=C(C=2N(C=C1C1=C(C=3N=C(SC3N1)N1CCNCC1)C(C)C)N=CN2)C